2-chloro-N-(5-(3-methyl-2,6-dioxopiperidin-3-yl)pyridin-2-yl)acetamide ClCC(=O)NC1=NC=C(C=C1)C1(C(NC(CC1)=O)=O)C